2-(piperidin-1-yl)pyrimidine N1(CCCCC1)C1=NC=CC=N1